acryloyloxyethyl-octadecyl-dimethyl-ammonium bromide [Br-].C(C=C)(=O)OCC[N+](C)(C)CCCCCCCCCCCCCCCCCC